[Cl-].C(C=C)(=O)NCCC[N+](C)(C)C 3-acrylamidopropyl-trimethylammonium chloride